NC([C@@](CO)(C)NC(=O)C1=C(OC2=C1C=C(C=C2)OCC2=CN=C(S2)C)C)=O (S)-N-(1-amino-3-hydroxy-2-methyl-1-oxopropan-2-yl)-2-methyl-5-((2-methylthiazol-5-yl)methoxy)benzofuran-3-carboxamide